C(#N)C1CCN(CC1)S(=O)(=O)N[C@@H](C(C)C1=C(C(=CC=C1F)C)C)C=1OC(NN1)=O 4-cyano-N-((1S)-2-(6-fluoro-2,3-dimethylphenyl)-1-(5-oxo-4,5-dihydro-1,3,4-oxadi-azol-2-yl)propyl)piperidine-1-sulfonamide